Hydrazino (4-methylphenyl) sulfone CC1=CC=C(C=C1)S(=O)(=O)NN